methyl-9-(1-((6-chloro-2-(1-methyl-1H-1,2,4-triazol-3-yl)pyridin-3-yl)amino)ethyl)-4-ethyl-3-(4-methoxybenzyl)-7-methyl-3,4-dihydro-5H-pyrazolo[3,4-c]isoquinolin-5-one CC1=NN(C=2N(C(C=3C=C(C=C(C3C21)C(C)NC=2C(=NC(=CC2)Cl)C2=NN(C=N2)C)C)=O)CC)CC2=CC=C(C=C2)OC